C(C1=CC=CC=C1)N1C(C(=C(C=C1)CN1CCN(CC1)C(=O)OC)O)=O methyl 4-((1-benzyl-3-hydroxy-2-oxo-1,2-dihydropyridin-4-yl)methyl)piperazine-1-carboxylate